C(C)N1CCN(CC1)CC=1C=CC(=NC1)NC1=NC=C(C(=N1)C1=C(C=2C(N(CC3(C2S1)CCC3)C)=O)C)F 2'-(2-((5-((4-Ethylpiperazin-1-yl)methyl)pyridin-2-yl)amino)-5-fluoropyrimidin-4-yl)-3',5'-dimethyl-5',6'-dihydro-4'H-spiro[cyclobutane-1,7'-thieno[3,2-c]pyridin]-4'-one